1-(3-(aminomethyl)phenyl)-N-(5-((cyclopropylmethylamino)(2-methoxynaphthalen-1-yl)methyl)-2-fluorophenyl)-3-(trifluoromethyl)-1H-pyrazole-5-carboxamide NCC=1C=C(C=CC1)N1N=C(C=C1C(=O)NC1=C(C=CC(=C1)C(C1=C(C=CC2=CC=CC=C12)OC)NCC1CC1)F)C(F)(F)F